3-chloro-4-(1-(dicyclopropylmethyl)-5-(3,5-dimethylisoxazol-4-yl)-1H-pyrrolo[2,3-b]pyridin-3-yl)-5-(2,2-difluoroethoxy)benzoic acid ClC=1C=C(C(=O)O)C=C(C1C1=CN(C2=NC=C(C=C21)C=2C(=NOC2C)C)C(C2CC2)C2CC2)OCC(F)F